C[C@@H]1CN(C[C@@H](N1CC#C)C)C1=C(C=C(C=C1F)N1C(=NC=2C1=NC(=CC2)C2=CC(=NC=C2)N)C)F 4-(3-(4-((3R,5S)-3,5-dimethyl-4-(prop-2-yn-1-yl)piperazin-1-yl)-3,5-difluorophenyl)-2-methyl-3H-imidazo[4,5-b]pyridin-5-yl)pyridin-2-amine